1-methyl-5-oxo-N-(5-(3-(trifluoromethyl)phenoxy)benzofuran-7-yl)pyrrolidine-2-carboxamide CN1C(CCC1=O)C(=O)NC1=CC(=CC=2C=COC21)OC2=CC(=CC=C2)C(F)(F)F